[N+](=O)([O-])C1=CC=C(C=C1)OC(=O)O[C@H]1C[C@H](CC1)C1=NN(C(=C1)NC=1C=CC2=C(C(CS2(=O)=O)OC)C1)C(C)(C)C (1R,3S)-3-{5-[(3-methoxy-1,1-dioxo-2,3-dihydro-1λ6-benzothiophen-5-yl)amino]-1-(2-methylprop-2-yl)pyrazol-3-yl}cyclopentyl [(4-nitrophenyl)oxy]methanoate